C(CCC)O α-butanol